FC=1C(=NC(=NC1)NC=1C=NC(=CC1)OCCNC)C1=CNC2=C(C=CC=C12)NC([C@@H](COC)N1CCN(CC1)C)=O (R)-N-[3-[5-fluoro-2-([6-[2-(methylamino)ethoxy]pyridin-3-yl]amino)pyrimidin-4-yl]-1H-indol-7-yl]-3-methoxy-2-(4-methylpiperazin-1-yl)propanamide